N-(4-(3-amino-1H-indazol-5-yl)pyridin-2-yl)-2-cyclohexylacetamide NC1=NNC2=CC=C(C=C12)C1=CC(=NC=C1)NC(CC1CCCCC1)=O